N,N,N',N'-tetrakis(p-di-n-butylaminophenyl)-p-phenylenediaminium, chlorate salt Cl(=O)(=O)[O-].C(CCC)N(C1=CC=C(C=C1)[NH+](C1=CC=C(C=C1)[NH+](C1=CC=C(C=C1)N(CCCC)CCCC)C1=CC=C(C=C1)N(CCCC)CCCC)C1=CC=C(C=C1)N(CCCC)CCCC)CCCC.Cl(=O)(=O)[O-]